CC1=CN(C2=CC=C(C=C12)N1C(N(C(NC1=O)=O)C1=CC=CC=C1)=O)C1=CC=CC=C1 1-(3-methyl-1-phenyl-1H-indol-5-yl)-3-phenyl-1,3,5-triazin-2,4,6-trione